(1R,2R,3S,4S)-rel-bicyclo[2.2.1]heptane-2,3-dicarboxylic acid sodium salt [Na+].[C@@H]12[C@H]([C@H]([C@@H](CC1)C2)C(=O)[O-])C(=O)[O-].[Na+] |o1:1,2,3,4|